C(=O)C1=C(C=C(OC(C(=O)OCC)(C)C)C=C1)OC ethyl 2-(4-formyl-3-methoxyphenoxy)-2-methylpropionate